(R)-2-hydroxy-4-phenylbutyrylamino-L-proline 3-quinolylamide N1=CC(=CC2=CC=CC=C12)NC([C@@H]1N(CCC1)NC(C(CCC1=CC=CC=C1)O)=O)=O